(S)-2-amino-N-((S)-1-amino-1-oxo-3-((S)-2-oxopyrrolidin-3-yl)propan-2-yl)-3-cyclohexylpropionamide hydrochloride Cl.N[C@H](C(=O)N[C@H](C(=O)N)C[C@H]1C(NCC1)=O)CC1CCCCC1